C1(CC1)C1=CC(=C(C=C1)C1=NC2=C(C(N(C(=C2)C(F)(F)F)CC)=O)N1C)SCC 2-(4-cyclopropyl-2-ethylsulfanyl-phenyl)-5-ethyl-3-methyl-6-(trifluoromethyl)imidazo[4,5-c]pyridin-4-one